3-(8-Acetyl-2-oxo-1,8-diazaspiro[4.5]decan-3-yl)-2-((S)-3-phenyl-2-(quinoxaline-2-carboxamido)propanamido)propanoic acid C(C)(=O)N1CCC2(CC(C(N2)=O)CC(C(=O)O)NC([C@H](CC2=CC=CC=C2)NC(=O)C2=NC3=CC=CC=C3N=C2)=O)CC1